1-[(13z,16Z)-docosa-13,16-dien-1-yloxy]-N,N-dimethyl-3-(octyloxy)propan-2-amine C(CCCCCCCCCCC\C=C/C\C=C/CCCCC)OCC(COCCCCCCCC)N(C)C